3-(difluoromethyl)-4,5-dimethyl-pyrazole-1-carboxylic acid tert-butyl ester C(C)(C)(C)OC(=O)N1N=C(C(=C1C)C)C(F)F